3-(3-(((R)-9-ethyl-2,2-difluoro-8,9-dihydro-[1,3]dioxolo[4',5':3,4]benzo[1,2-f][1,4]oxazepin-7(6H)-yl)methyl)-4-methylphenyl)-2,2-dimethylpropanoate C(C)[C@H]1OC=2C(CN(C1)CC=1C=C(C=CC1C)CC(C(=O)[O-])(C)C)=CC=C1C2OC(O1)(F)F